3-bromo-N-(2-(pyridin-4-yl)ethyl)benzamide BrC=1C=C(C(=O)NCCC2=CC=NC=C2)C=CC1